C(=C)[Fe](C=C)C=C trivinyl-iron